BrC=1C=C(C=C(C1NC1(CC1)CO)[N+](=O)[O-])S(=O)(=O)N 3-bromo-4-((1-(hydroxymethyl)cyclopropyl)amino)-5-Nitrobenzenesulfonamide